(S)-4-(5-(azetidin-1-yl)-7-(3,5-difluorophenyl)-7H-pyrrolo[2,3-d]pyrimidin-4-yl)-3-methylpiperazine-1-carboxylic acid tert-butyl ester C(C)(C)(C)OC(=O)N1C[C@@H](N(CC1)C=1C2=C(N=CN1)N(C=C2N2CCC2)C2=CC(=CC(=C2)F)F)C